decenyl succinate C(CCC(=O)[O-])(=O)OC=CCCCCCCCC